C(=O)(OCCCCCCCCCCCCCCCCCCCCCC)OOC(=O)[O-] docosyl peroxydicarbonate